4-((2R,4r,6R)-2-hydroxy-7-((5-methoxy-7-methyl-1H-indol-4-yl)methyl)-2-methyl-7-azaspiro[3.5]nonan-6-yl)benzoic acid OC1(CC2(C1)C[C@@H](N(CC2)CC2=C1C=CNC1=C(C=C2OC)C)C2=CC=C(C(=O)O)C=C2)C